C(C)(C)(C)OC(=O)N1CC(CCC1)N(CCOC1=NC=CC(=C1)C1=C(C(=CC=C1)C(C)C)CC(=O)O)C 2-(2-(2-(2-((1-(tert-butoxycarbonyl)piperidin-3-yl)(methyl)amino)-ethoxy)pyridin-4-yl)-6-isopropylphenyl)acetic acid